C1C(C[C@@H]2CC(C[C@H]12)=O)=O cis-tetrahydropentalene-2,5(1H,3H)-dione